C(C)(=O)N1C=CC2=CC=C(C(=C12)F)C1=C(C(=C(C(=N1)C(=O)OC)Cl)N)F methyl 6-(1-acetyl-7-fluoro-1H-indole-6-yl)-4-amino-3-chloro-5-fluoropyridine-2-carboxylate